(S)-2-cyclohexyl-2-(methylamino)acetic acid C1(CCCCC1)[C@@H](C(=O)O)NC